C(OC(CC)I)(OCCCCCCCCCCCCC)=O 1-Iodopropyl tridecyl carbonate